C1OCC2C1CN(C2)[C@@H]2[C@@H](N(CC2)C(CN2N=C(C=C2C(F)(F)F)C2CC2)=O)C2=C(C(=CC=C2)OC)C 1-[(2S,3S)-3-(1,3,3a,4,6,6a-Hexahydrofuro[3,4-c]pyrrol-5-yl)-2-(3-methoxy-2-methyl-phenyl)pyrrolidin-1-yl]-2-[3-cyclopropyl-5-(trifluoromethyl)pyrazol-1-yl]ethanone